4-oxo-3,5,7,8-tetrahydro-4H-thiopyrano[4,3-d]pyrimidin O=C1C2=C(N=CN1)CCSC2